3-(dimethylamino)-6-((3-methoxy-4-((6-methoxypyridin-3-yl)methoxy)phenyl)amino)quinoxaline-5-carbonitrile CN(C=1C=NC=2C=CC(=C(C2N1)C#N)NC1=CC(=C(C=C1)OCC=1C=NC(=CC1)OC)OC)C